(R)-4-((2-hydroxyethyl)sulphonamido)-5-methyl-N-(4-methyl-6-(2-methylmorpholino)pyridin-2-yl)-2-(6-azaspiro[2.5]octane-6-yl)benzamide OCCS(=O)(=O)NC1=CC(=C(C(=O)NC2=NC(=CC(=C2)C)N2C[C@H](OCC2)C)C=C1C)N1CCC2(CC2)CC1